C(C1=CC=CC=C1)[N+](CCCC)(CCCC)CCCC N-Benzyl-N,N,N-tributylammonium